BrC(=C(C(=O)O)Br)C(=O)O dibromobutenedioic acid